C(C1=CC=CC=C1)OC1=C2C(=CC(=NC2=C(C=C1)C)C=1OC2=C(C1C)C=CC=C2)C(=O)O 5-(benzyloxy)-8-methyl-2-(3-methyl-1-benzofuran-2-yl)quinoline-4-carboxylic acid